N-[5-[(3,5-difluorophenyl)methyl]-1H-indazol-3-yl]-2-[[1-[4-[4-[4-[(2,6-dioxo-3-piperidyl)amino]phenyl]piperazin-1-yl]-4-oxo-butanoyl]-4-piperidyl]amino]benzamide FC=1C=C(C=C(C1)F)CC=1C=C2C(=NNC2=CC1)NC(C1=C(C=CC=C1)NC1CCN(CC1)C(CCC(=O)N1CCN(CC1)C1=CC=C(C=C1)NC1C(NC(CC1)=O)=O)=O)=O